CN[C@@H]([C@@H](C)CC)C(=O)O N-Methyl-isoleucine